N-(3-bromo-4-fluorophenyl)-4-((2-(N-carbamoyl-S-methylsulfonimidoyl)ethyl)amino)-N'-hydroxy-1,2,5-oxadiazole-3-carboxamidine BrC=1C=C(C=CC1F)NC(=NO)C1=NON=C1NCCS(=O)(=NC(N)=O)C